C(C)N(CCSN1C(=NN=C1)N)CC ((2-(diethylamino)ethyl)thio)-4H-1,2,4-triazol-3-amine